C(CCC(=O)OCC)(=O)OOC(C=C)=O acryloyloxy Ethyl succinate